FC1(CN(C[C@H]1NC1=NN2C(C(=N1)OC)=C(C=C2)C=2C=CC1=C(N(N=N1)[C@H](C(F)(F)F)C)C2)C(C)=O)F 1-((R)-3,3-difluoro-4-((4-methoxy-5-(1-((S)-1,1,1-trifluoropropan-2-yl)-1H-benzo[d][1,2,3]triazol-6-yl)pyrrolo[2,1-f][1,2,4]triazin-2-yl)amino)pyrrolidin-1-yl)ethan-1-one